OC(=O)C(F)(F)F.OC(=O)C(F)(F)F.N(N)C1=NC2=C(N1CCN1CCOCC1)C=CC=C2 hydrazinyl-1-[2-(morpholin-4-yl)ethyl]-1H-1,3-benzodiazole bisTFA salt